C(C)(C)(C)OC(=O)N1CCC=2C=C(C(=NC2C1)NCC1=C(C=C(C=C1)Cl)F)I.C12(CC3CC(CC(C1)C3)C2)P(C2=C(C=CC=C2)O[Si](C(C)C)(C(C)C)C(C)C)C23CC1CC(CC(C2)C1)C3 bis(1-adamantyl)-(2-triisopropylsiloxyphenyl)phosphine tert-butyl-2-{[(4-chloro-2-fluorophenyl)methyl]amino}-3-iodo-6,8-dihydro-5H-1,7-naphthyridine-7-carboxylate